OC1=C(C=C(C=C1)C1=NC=CN=C1SC1=CC=C(C=C1)S(F)(F)(F)(F)F)S(=O)(=O)NC 2-hydroxy-N-methyl-5-[3-[4-(pentafluorosulfanyl)phenyl]sulfanylpyrazin-2-yl]benzenesulfonamide